t-butyl (5-fluoro-2-methoxy-3-(pyrimidin-2-yl)phenyl)carbamate FC=1C=C(C(=C(C1)NC(OC(C)(C)C)=O)OC)C1=NC=CC=N1